2-(2-cyclopropylphenyl)-2-((R)-3-(3-(5,6,7,8-tetrahydro-1,8-naphthyridin-2-yl)propoxy)pyrrolidin-1-yl)acetic acid C1(CC1)C1=C(C=CC=C1)C(C(=O)O)N1C[C@@H](CC1)OCCCC1=NC=2NCCCC2C=C1